7-Chloro-6-fluoroisoquinoline ClC1=C(C=C2C=CN=CC2=C1)F